2-[4-(4,4,5,5-tetramethyl-1,3,2-dioxaborolan-2-yl)-1H-Pyrazol-1-yl]Ethanol CC1(OB(OC1(C)C)C=1C=NN(C1)CCO)C